C1(CC1)C(C1=NC(=NC=C1)S(=O)(=O)C)NC(OCC1=CC=CC=C1)=O Benzyl (cyclopropyl(2-(methylsulfonyl)pyrimidin-4-yl)methyl)carbamate